COC1=CC=C(OC(=O)NCC2=C(N=NN2C)C2=CC=C(C(=N2)C)O[C@@H]2C[C@H](CCC2)C(=O)O)C=C1 (1S,3S)-3-((6-(5-((((4-methoxy-phenoxy)carbonyl)amino)methyl)-1-methyl-1H-1,2,3-triazol-4-yl)-2-methylpyridin-3-yl)oxy)cyclohexane-1-carboxylic acid